N-(6-(7-isopropoxyimidazo[1,2-a]pyridin-3-yl)pyridin-2-yl)-2-azaspiro[3.3]heptan-6-amine C(C)(C)OC1=CC=2N(C=C1)C(=CN2)C2=CC=CC(=N2)NC2CC1(CNC1)C2